FC(C=1C(=C(C=CC1)[C@@H](C)NC1=C(C(=NC(=N1)OC)C(C(=O)NC1=CN=NC=C1)C)C1OCCO1)F)F 2-(6-(((R)-1-(3-(difluoromethyl)-2-fluorophenyl)ethyl)amino)-5-(1,3-dioxolane-2-yl)-2-methoxypyrimidin-4-yl)-N-(pyridazin-4-yl)propionamide